C(C)OC1=CC=C(C=C1)OB(O)O 4-ethoxyphenyl-boric acid